BrC1=CC(=C2N=CC=NC2=C1)OC1CCC(CC1)N1C(C2=CC=CC=C2C1=O)=O 2-[4-(7-bromoquinoxalin-5-yl)oxycyclohexyl]isoindoline-1,3-dione